tert-butyl 5-[6-amino-4-[tert-butyl(dimethyl)silyl]oxy-7-fluoro-3,4-dihydro-2H-pyrano[3,2-b]pyridin-8-yl]-2,3,4,7-tetrahydroazepine-1-carboxylate NC1=C(C(=C2C(=N1)C(CCO2)O[Si](C)(C)C(C)(C)C)C=2CCCN(CC2)C(=O)OC(C)(C)C)F